3-(pyridin-4-yl)-1,2,4-oxadiazol-5(4H)-one N1=CC=C(C=C1)C1=NOC(N1)=O